Aminoethoxyvinyl-ethylene glycol NCCOC=CC(CO)O